OC1=C(C=C(C=C1)C=1C=C2C(=NC(=NC2=CC1)C)O)CC(=O)N(C)C 2-(2-hydroxy-5-(4-hydroxy-2-methylquinazolin-6-yl)phenyl)-N,N-dimethylacetamide